C(C1=CC=CC=C1)OCCCCCCC(CCCCCCCCO)=O 1-(benzyloxy)-15-hydroxypentadecan-7-one